BrC1=C(C=C2C(=NC(=NC2=C1F)Cl)N1CC2OC(C1)C2)C(F)(F)F 3-[7-bromo-2-chloro-8-fluoro-6-(trifluoromethyl)quinazolin-4-yl]-6-oxa-3-azabicyclo[3.1.1]heptane